COCC1CC(C1)OC1=NC(=CC(=N1)N1CC2(C=3C=NC(=CC31)NC(C)=O)CC2)C N-(1'-(2-((1s,3s)-3-(methoxymethyl)cyclobutoxy)-6-methylpyrimidin-4-yl)-1',2'-dihydrospiro[cyclopropane-1,3'-pyrrolo[3,2-c]pyridin]-6'-yl)acetamide